CNCCC(OC=1C=C(C(=O)NC=2C=NC=CC2)C=CC1)C=1SC=CC1 3-(3-(methylamino)-1-(thiophen-2-yl)propoxy)-N-(pyridin-3-yl)benzamide